CC1CC=2C(NC=NC2CC1C1=C2C=NN(C2=CC=C1C)C1OCCCC1)=O 6-methyl-7-(5-methyl-1-tetrahydropyran-2-yl-indazol-4-yl)-5,6,7,8-tetrahydro-3H-quinazolin-4-one